3-(6-azaspiro[2.5]oct-6-yl)-5-((1-hydroxy-2-methyl-2-propanyl)amino)-N-(6-((2R)-2-methyl-4-morpholinyl)-2-pyridinyl)-2-pyrazinecarboxamide C1CC12CCN(CC2)C=2C(=NC=C(N2)NC(CO)(C)C)C(=O)NC2=NC(=CC=C2)N2C[C@H](OCC2)C